CC1C=CCC12CCCC(C2=O)(C)C 4,9,9-trimethylspiro[4.5]dec-2-en-10-one